N1C(=CC2=NC=CC=C21)CNC(CN2C(=CN=C(C2=O)NCCC2=CC=CC=C2)C=2C=NN(C2)C2CN(C2)C(=O)OC(C)(C)C)=O tert-Butyl 3-(4-(1-(2-(((1H-pyrrolo[3,2-b]pyridin-2-yl)methyl)amino)-2-oxoethyl)-6-oxo-5-(phenethylamino)-1,6-dihydropyrazin-2-yl)-1H-pyrazol-1-yl)azetidine-1-carboxylate